Diborolan B1BCCC1